FC(CC=1C(=C(C(=O)NC(C)C)C=C(C1)F)O)F (2,2-difluoroethyl)-5-fluoro-2-hydroxy-N-(propan-2-yl)benzamide